(2-nitrophenyl)-2-(4-(trifluoromethoxy)phenyl)Azole-4-carboxylic acid ethyl ester C(C)OC(=O)C=1C(=C(NC1)C1=CC=C(C=C1)OC(F)(F)F)C1=C(C=CC=C1)[N+](=O)[O-]